C(C)(C)(C)OC(=O)NC1=C(C=C(C=C1)C1=CC=C(C=C1)F)NC(=O)C=1C=CC(=NC1)S(=NC(OC(C)(C)C)=O)(=O)C tert-butyl N-[[5-[[2-(tert-butoxycarbonylamino)-5-(4-fluorophenyl)phenyl]carbamoyl]-2-pyridyl]-methyl-oxo-sulfanylidene]carbamate